4-methyl-2-Nonanol CC(CC(C)O)CCCCC